CC(C(COS(=O)(=O)C)OC1=NN(C=C1)C(=O)OC(C)(C)C)C Tert-butyl 3-((3-methyl-1-((methylsulfonyl) oxy) butan-2-yl) oxy)-1H-pyrazole-1-carboxylate